C(CCCC)(=O)C1=C(O)C=CC(=C1)O valeryl-hydroquinone